ClC=1C=C(C=CC1)C1OP(OCC1)(CC1=CC=C(C=C1)CN1C2=CC=C(C=C2C=2C=C(C=CC12)OC)OC)=O 4-(3-chlorophenyl)-2-(4-((3,6-dimethoxy-9H-carbazol-9-yl)methyl)benzyl)-1,3,2-dioxaphosphorinane 2-oxide